1-(but-3-yn-2-yl)-N-(1-cyclohexyl-2-((2-fluoro-4-(1-(methyl(2,2,2-trifluoroethyl)amino)-1-oxopropan-2-yl)phenyl)amino)-2-oxoethyl-1-d)-1H-pyrazole-5-carboxamide CC(C#C)N1N=CC=C1C(=O)NC(C(=O)NC1=C(C=C(C=C1)C(C(=O)N(CC(F)(F)F)C)C)F)([2H])C1CCCCC1